N1CC(C1)OC1=C2CC[C@@H](N(C2=CC=C1C=1C=NN(C1)C1CC1)C(=O)OC)C (S)-Methyl 5-(azetidin-3-yloxy)-6-(1-cyclopropyl-1H-pyrazol-4-yl)-2-methyl-3,4-dihydroquinoline-1(2H)-carboxylate